C(C)C1=C(OCCCSCC=2NC(NC2)=S)C=CC(=C1)CC 4-[(2,4-Diethylphenoxypropylthio)methyl]1,3-dihydroimidazole-2-thione